[3-[5-(2-chlorophenoxy)pyrazin-2-yl]azetidin-1-yl]-[(3S)-3-(1H-triazol-5-yl)pyrrolidin-1-yl]methanone ClC1=C(OC=2N=CC(=NC2)C2CN(C2)C(=O)N2C[C@H](CC2)C2=CN=NN2)C=CC=C1